O1C(=NN=C1)N1CC2(C1)C[C@@H](CC2)N2CCC(CC2)C2=C(C=CC=C2)C2CCC(CC2)O (1s,4r)-4-(2-(1-((R)-2-(1,3,4-oxadiazol-2-yl)-2-azaspiro[3.4]octan-6-yl)piperidin-4-yl)phenyl)cyclohexan-1-ol